((2-formylphenyl)amino)-5-(trifluoromethyl)-benzoic acid methyl ester COC(C1=C(C=CC(=C1)C(F)(F)F)NC1=C(C=CC=C1)C=O)=O